4-(2-bromoethyl)morpholine hydrochloride Cl.BrCCN1CCOCC1